ClC=1C=C(C=CC1F)N(C(=O)[C@@H]1[C@H]2[C@@H](C(N1C1=NC(=CC(=C1)C(F)(F)F)C)=O)OC(O2)(C)C)C (3aS,4S,6aS)-N-(3-chloro-4-fluorophenyl)-N,2,2-trimethyl-5-(6-methyl-4-(trifluoromethyl)pyridin-2-yl)-6-oxotetrahydro-3aH-[1,3]dioxolo[4,5-c]pyrrole-4-carboxamide